5-[(3-Chloro-5-fluoro-2-methoxyphenyl)thiocarbamoyl]4-hydroxy-6-oxo-3,6-dihydropyridine-1(2H)-carboxylic acid tert-butyl ester C(C)(C)(C)OC(=O)N1CCC(=C(C1=O)C(NC1=C(C(=CC(=C1)F)Cl)OC)=S)O